[N+](=O)([O-])C=1C=C(C=CC1OCC1COCCC1)S(=O)(=O)NC(C1=CC=CC=C1)=O N-((3-nitro-4-((tetrahydro-2H-pyran-3-yl)methoxy)phenyl)sulfonyl)benzamide